[Br-].C1(CC(C(CC1)C(C)C)C=1N=C(SC1C1CC(CCC1C(C)C)C)[N+]=1N(N=NC1C1=CC=CC=C1)C1=CC=CC=C1)C [4,5-Dimenthylthiazol-2-yl]-2,5-diphenyl-tetrazolium bromide